α,α'-Diphenoxyxylen O(C1=CC=CC=C1)CC=1C(=CC=CC1)COC1=CC=CC=C1